diaminobiotine NN1C(N([C@H]2CS[C@@H](CCCCC(O)=O)[C@@H]12)N)=O